COC=1C(=CC=2C(=C3C(=NC2C1)CCC3)NC3CCN(CC3)C)OC N-{6,7-dimethoxy-1H,2H,3H-cyclopenta[b]quinolin-9-yl}-1-methylpiperidin-4-amine